tert-butyl (1S,4R,5S)-3,4-diallyl-1-fluoro-3,8-diazabicyclo[3.2.1]octane-8-carboxylate C(C=C)N1C[C@]2(CC[C@@H]([C@H]1CC=C)N2C(=O)OC(C)(C)C)F